7-chloro-6-fluoro-4-oxo-1-(1,2,4-thiadiazol-5-yl)-1,4-dihydro-1,8-naphthyridine-3-carboxylic acid ClC1=C(C=C2C(C(=CN(C2=N1)C1=NC=NS1)C(=O)O)=O)F